C(C)(C)(C)N(C(O)=O)C[C@H](C)OC1=NC=C(C=C1CN)F.O=S1(C2=C(CC1)C(=CC=C2)C(C)=O)=O 1-(1,1-dioxo-2,3-dihydrobenzo[b]thiophen-4-yl)ethanone tert-butyl-(S)-(2-((3-(aminomethyl)-5-fluoropyridin-2-yl)oxy)propyl)carbamate